ClC1=CC2=C(N=C(S2)OC2=CC=C(OC(C(=O)O)C)C=C2)C=C1 2-[4-[(6-chloro-1,3-benzothiazol-2-yl)oxy]phenoxy]propanoic acid